FC(=C(F)F)OC(F)(F)F perfluorometh-oxyethene